COC(=O)C1C(C1)C=1N(C=NC1)CC1=CC=C(C=C1)OC (±)-2-[3-[(4-methoxyphenyl)methyl]Imidazol-4-yl]Cyclopropanecarboxylic acid methyl ester